CCCCCCCCCCCCC Normal tridecane